(+)-2-(2-((7-(3-(1-amino-2-fluoroethyl)phenyl)benzofuran-5-yl)methoxy)-4-fluorophenyl)acetic acid NC(CF)C=1C=C(C=CC1)C1=CC(=CC=2C=COC21)COC2=C(C=CC(=C2)F)CC(=O)O